C(C)(C)(C)OC(=O)N1[C@@H](CN(CC1)CCCC1=CC=C(C=C1)NC1C(NC(CC1)=O)=O)C(=O)O (2S)-1-tert-butoxycarbonyl-4-[3-[4-[(2,6-dioxo-3-piperidyl)amino]phenyl]propyl]piperazine-2-carboxylic acid